(S)-8-(5-chloro-3-fluoropyridin-2-yl)-5-(1-(4-chlorophenyl)ethyl)-N-isopropyl-6,9-dioxo-2,5,8-triazaspiro[3.5]nonane-2-carboxamide ClC=1C=C(C(=NC1)N1CC(N(C2(CN(C2)C(=O)NC(C)C)C1=O)[C@@H](C)C1=CC=C(C=C1)Cl)=O)F